N,N'-Di(1-ethylpropyliden)-m-xylylendiamin C(C)C(CC)=NCC1=CC(=CC=C1)CN=C(CC)CC